[Si](C)(C)(C(C)(C)C)OC1(CC(C1)N1C(CCC2=CC(=CN=C12)O)=O)C 1-{3-[(tert-butyldimethylsilyl)oxy]-3-methylcyclobutyl}-6-hydroxy-1,2,3,4-tetrahydro-1,8-naphthyridin-2-one